Bromine 2,6-Dimethylphenol CC1=C(C(=CC=C1)C)O.[Br]